1-Butyl-5-(diaminomethylene)-3-(2-oxospiro[3.5]nonan-7-yl)pyrimidine-2,4,6(1H,3H,5H)-trione C(CCC)N1C(N(C(C(C1=O)=C(N)N)=O)C1CCC2(CC(C2)=O)CC1)=O